7-methoxy-1-methyl-1H-benzo[d]Imidazole-5-carboxylic acid methyl ester COC(=O)C1=CC2=C(N(C=N2)C)C(=C1)OC